(RS)-3-ethyl-5-methyl-2-[(2-aminoethoxy)methyl]-4-(2-chloro-phenyl)-6-methyl-1,4-dihydropyridine-3,5-dicarboxylate C(C)C1([C@@H](NC(C(C1C1=C(C=CC=C1)Cl)(C(=O)[O-])C)C)COCCN)C(=O)[O-] |r|